tert-butyl ((7-chloro-4-oxo-3,4-dihydroquinazolin-2-yl)methyl)carbamate ClC1=CC=C2C(NC(=NC2=C1)CNC(OC(C)(C)C)=O)=O